C(C)(C)(C)OC(=O)N[C@@H]1C(C[C@@H](C1)C(=O)OCC1=CC=CC=C1)(F)F benzyl (1R,4S)-4-((tert-butoxycarbonyl)amino)-3,3-difluorocyclopentane-1-carboxylate